C1(CC1)S(=O)(=O)C1=CC(=NC=C1)[C@H](C[C@H]1N(CCCC1)C)NC(=O)C=1SC(=CN1)C1=NC(=CN=C1)OCC N-((S)-1-(4-(cyclopropanesulfonyl)pyridin-2-yl)-2-((S)-1-methylpiperidin-2-yl)ethyl)-5-(6-ethoxypyrazin-2-yl)thiazole-2-carboxamide